5-bromo-N-methylpyridine-2-Formamide BrC=1C=CC(=NC1)C(=O)NC